2-[2-([1,3]dioxolo[4,5-f][1,3]benzothiazol-6-ylmethylcarbamoyl)indan-2-yl]acetic acid O1COC2=CC3=C(N=C(S3)CNC(=O)C3(CC4=CC=CC=C4C3)CC(=O)O)C=C21